ClC1=CC=C(C(=N1)C=1C=CC(=C(C1)CNC(OC(C)(C)C)=O)O)N[C@H](C)C=1C=C(C=C2C(C(=C(OC12)N1CCC(CC1)(C)C)C)=O)C tert-butyl N-[[5-[6-chloro-3-[[(1R)-1-[2-(4,4-dimethyl-1-piperidyl)-3,6-dimethyl-4-oxo-chromen-8-yl]ethyl]amino]-2-pyridyl]-2-hydroxy-phenyl]methyl]carbamate